BrC=1C=C(C(=C2C=CC(NC12)=O)F)F 8-bromo-5,6-difluoroquinolin-2(1H)-one